((2-(difluoromethoxy)ethyl)amino)-N-(4-(ethylsulfonyl)benzyl)benzamide FC(OCCNC1=C(C(=O)NCC2=CC=C(C=C2)S(=O)(=O)CC)C=CC=C1)F